2-[[(1R)-1-(3,6-dimethyl-4-oxo-2-phenyl-benzopyran-8-yl)ethyl]amino]benzenesulfonamide sodium chloride lithium chloride [Cl-].[Li+].[Cl-].[Na+].CC1=C(OC2=C(C1=O)C=C(C=C2[C@@H](C)NC2=C(C=CC=C2)S(=O)(=O)N)C)C2=CC=CC=C2